CC=1N=C2N(N=C(C=C2C)C=2C=C3C=CN(C(C3=C(C2)F)=O)C2CCNCC2)C1 6-{2,8-dimethylimidazo[1,2-b]pyridazin-6-yl}-8-fluoro-2-(piperidin-4-yl)isoquinolin-1-one